C(C=C)(=O)NC1=CC=C(C=C1)C1=C(C=2C(=NC=C(C2N1C)C#N)N)C1=CC=C(C(=O)NC2CCC2)C=C1 4-(2-(4-acrylamidophenyl)-4-amino-7-cyano-1-methyl-1H-pyrrolo[3,2-c]pyridin-3-yl)-N-cyclobutylbenzamide